C1CCC2=C(C=3CCCC3C=C12)NC(=O)N=[S@@](=O)(N)C1=C(N=C(S1)C(C)(C)O)CO |o1:16| (S) or (R)-N'-((1,2,3,5,6,7-hexahydro-s-indacen-4-yl)carbamoyl)-4-(hydroxymethyl)-2-(2-hydroxypropan-2-yl)thiazole-5-sulfonimidamide